N(=NC(C#N)(CC(C)C)C)C(C#N)(CC(C)C)C 2,2'-azobis(2,4-dimethyl-valeronitrile)